Cl.C(C)C1=NC(=NO1)C1(CCNCC1)F 4-(5-ethyl-1,2,4-oxadiazol-3-yl)-4-fluoropiperidine hydrochloride